N1C(=NC2=C1C=CC=C2)C2=C(C(=CC=C2)Cl)C2=C(C=C(C=C2)C(=O)N[C@H](CCC)C2=CC=CC=C2)C=2OC(NN2)=O 2'-(1H-1,3-benzodiazol-2-yl)-6'-chloro-2-(5-oxo-4,5-dihydro-1,3,4-oxadiazol-2-yl)-N-[(1R)-1-phenylbutyl]-[1,1'-biphenyl]-4-carboxamide